triisobutylphosphite C(C(C)C)OP(OCC(C)C)OCC(C)C